[N+](=O)([O-])C1=C(C(=CC(=C1)[N+](=O)[O-])C)O 2,4-Dinitro-6-methylphenol